C1(CC1)C1=NC=CC(=C1C1=NC=C2N(C(N(C2=N1)CC1=CC=C(C=C1)C=1N(C=C(N1)C(F)(F)F)C)=N)CC(F)(F)F)OC(F)(F)F 2-[2-cyclopropyl-4-(trifluoromethoxy)-3-pyridyl]-9-[[4-[1-methyl-4-(trifluoromethyl)imidazol-2-yl]phenyl]methyl]-7-(2,2,2-trifluoroethyl)purin-8-imine